8-chloro-2-(methylsulfonyl)pyrido[3,4-d]pyrimidine ClC1=NC=CC2=C1N=C(N=C2)S(=O)(=O)C